OC=1C(=NC=CC1OC)C(=O)N[C@@H](C)C(=O)OC(C)CC butan-2-yl N-[(3-hydroxy-4-methoxypyridin-2-yl) carbonyl]-L-alaninate